BrC=1C=C(C=CC1)N1C(CCC1)=O 1-(3-bromophenyl)pyrrolidin-2-one